2-chloro-5-(1-ethyl-4-(trifluoromethyl)-1H-imidazol-2-yl)pyrazine ClC1=NC=C(N=C1)C=1N(C=C(N1)C(F)(F)F)CC